3-acetyl-4-morpholinyl-7-{[4-(4-fluoro-2-benzyloxyphenyl)pyrimidin-2-yl]amino}-2H-benzopyran-2-one C(C)(=O)C=1C(OC2=C(C1N1CCOCC1)C=CC(=C2)NC2=NC=CC(=N2)C2=C(C=C(C=C2)F)OCC2=CC=CC=C2)=O